octahydro-1H-indol N1CCC2CCCCC12